IN[C@@H](CC1=CC=C(C=C1)O)C(=O)O IODOTYROSINE